C(C)(C)OC=1C(=CC2=C(N=C(S2)C2CCNCC2)C1)C(=O)NC=1C(N(C=CC1)C)=C=O 5-isopropoxy-N-(1-methyl-2-carbonyl-1,2-dihydropyridin-3-yl)-2-(piperidin-4-yl)benzo[d]thiazole-6-carboxamide